CCCCCCCCCCCCCCCCCCCCCCCCCCCCCCCCCCCCC heptatriacontane